1-(2-pyrimidinyl)cyclopropylamine hydrochloride Cl.N1=C(N=CC=C1)C1(CC1)N